OC1=CC=C(C2=CC=CC(=C12)O)S(=O)(=O)O 1,8-dihydroxynaphthalene-4-sulfonic acid